30-Amino-3,14,25-trihydroxy-3,9,14,20,25-penta-azatriacontane-2,10,13,21,24-pentaone NCCCCCN(C(CCC(NCCCCCN(C(CCC(NCCCCCN(C(C)=O)O)=O)=O)O)=O)=O)O